C(CCCC)C(C(=O)O)(C(=O)O)CCCCC 2,2-dipentylmalonic acid